BrC1=C(C(=C(C=C1)N(C(OC(C)(C)C)=O)C(=O)OC(C)(C)C)[N+](=O)[O-])F tert-butyl (4-bromo-3-fluoro-2-nitrophenyl)(tert-butoxycarbonyl)carbamate